11-(acrylamido)undecanoic acid C(C=C)(=O)NCCCCCCCCCCC(=O)O